(5R)-5-{[(tert-butyldiphenylsilyl)oxy]methyl}pyrrolidin-2-one [Si](C1=CC=CC=C1)(C1=CC=CC=C1)(C(C)(C)C)OC[C@H]1CCC(N1)=O